1-(3-(aminomethyl)-4-benzyl-3,4-dihydro-2H-benzo[b][1,4]oxazin-6-yl)-3-(1H-indol-6-yl)urea NCC1N(C2=C(OC1)C=CC(=C2)NC(=O)NC2=CC=C1C=CNC1=C2)CC2=CC=CC=C2